2,4-dichloro-N-(5-phenethyl-1,3,4-thiadiazol-2-yl)benzamide ClC1=C(C(=O)NC=2SC(=NN2)CCC2=CC=CC=C2)C=CC(=C1)Cl